NC1=NC=CC(=C1)CN1C(N(C(C1(C)C)=O)C1=CC=C(C=C1)C(C)(C)O)=O 1-((2-aminopyridin-4-yl)methyl)-3-(4-(2-hydroxypropan-2-yl)phenyl)-5,5-dimethylimidazolidine-2,4-dione